N-(5-(1H-indazol-6-yl)-4-methylthiazol-2-yl)-2-(4-methylpiperazin-1-yl)acetamide N1N=CC2=CC=C(C=C12)C1=C(N=C(S1)NC(CN1CCN(CC1)C)=O)C